2-(4-chlorobutyl)-4-(3,5-dichlorophenyl)-2,3-dihydropyridazin-3-one ClCCCCN1N=CC=C(C1=O)C1=CC(=CC(=C1)Cl)Cl